CS(=O)(=O)C1=CC=C(C=C1)C(C(CF)NC(C(F)F)=O)O 1-(4-methylsulfonylphenyl)-2-difluoroacetamido-3-fluoro-1-propanol